COC(C(C(=O)C1=CC=C(C=C1)S(=O)(=O)C)NC(C)=O)=O 2-acetamido-3-(4-(methylsulfonyl)phenyl)-3-oxopropionic acid methyl ester